8-(dimethylamino)-8-phenyl-1,3-diazaspiro[4.5]decan-2-one CN(C1(CCC2(CNC(N2)=O)CC1)C1=CC=CC=C1)C